O=[S@@]1CCC=2N=C(N=C(C21)NC2=CC=C(C=C2)CC(=O)O)C=2C=NC(=CC2)N2CCCCC2 (R)-2-(4-((5-oxido-2-(6-(piperidin-1-yl)pyridin-3-yl)-6,7-dihydrothieno[3,2-d]pyrimidin-4-yl)amino)phenyl)acetic acid